phenyl-5-(4-acrylamidophenyl)-6-(4-hydroxyphenyl)-7-oxo-bicyclo-[2.2.1]-hept-5-ene-2-sulfonate C1(=CC=CC=C1)OS(=O)(=O)C1C2C(=C(C(C1)C2=O)C2=CC=C(C=C2)NC(C=C)=O)C2=CC=C(C=C2)O